1,8-dimercapto-3,5-dioxaoctane SCCOCOCCCS